(2R)-2-(6-{5-Chloro-2-[(2-methyl-2H-1,2,3-triazol-4-yl)amino]pyrimidin-4-yl}-1-oxo-2,3-dihydro-1H-isoindol-2-yl)-N-[(1S)-1-[6-(dimethylamino)pyridin-2-yl]-2-hydroxyethyl]propanamid ClC=1C(=NC(=NC1)NC1=NN(N=C1)C)C1=CC=C2CN(C(C2=C1)=O)[C@@H](C(=O)N[C@H](CO)C1=NC(=CC=C1)N(C)C)C